C1=CC(=CC=C1CC(C(=O)[O-])N)O The molecule is an alpha-amino-acid anion that is the conjugate base of tyrosine, arising from deprotonation of the carboxy group. It is a conjugate base of a tyrosine. It is a conjugate acid of a tyrosinate(2-).